FC(OC1=C(C=CC(=C1)N[C@@H]1CN(CC1)CCCF)C1N([C@@H](CC2=C1NC1=C(C=CC=C21)F)C)CC(CO)(F)F)F 3-((3R)-1-(2-(difluoromethoxy)-4-(((S)-1-(3-fluoropropyl)pyrrolidin-3-yl)amino)phenyl)-8-Fluoro-3-methyl-1,3,4,9-tetrahydro-2H-pyrido[3,4-b]indol-2-yl)-2,2-difluoropropan-1-ol